2-(1-(cyclobutylmethyl)-5-(quinolin-6-yl)-1H-indol-3-yl)-N-(pyridin-2-ylmethyl)acetamide C1(CCC1)CN1C=C(C2=CC(=CC=C12)C=1C=C2C=CC=NC2=CC1)CC(=O)NCC1=NC=CC=C1